NC1=C(C=C(C=C1)N1CCCC1)O 2-amino-5-(pyrrolidin-1-yl)phenol